1-(4-(benzyloxy)phenyl)-2-bromoethane-1-one C(C1=CC=CC=C1)OC1=CC=C(C=C1)C(CBr)=O